hydroxymethylpropane tris(3-mercaptopropionate) SCCC(=O)O.SCCC(=O)O.SCCC(=O)O.OCCCC